FC=1C=CC2=C(NC(=NS2(=O)=O)NCC2=CC(=CC=C2)F)C1[C@@H](CC1=CC=C(C=C1)F)C (R)-6-fluoro-3-((3-fluorobenzyl)amino)-5-(1-(4-fluorophenyl)propan-2-yl)-4H-benzo[e][1,2,4]thiadiazine 1,1-dioxide